S1C=NCC=C1 4H-1,3-thiazine